2-((tert-butoxycarbonyl)amino)thiazolo[5,4-b]Pyridine-5-carboxylic acid methyl ester COC(=O)C1=CC=C2C(=N1)SC(=N2)NC(=O)OC(C)(C)C